4-[[4-[(6-chloro-3-nitro-2-pyridyl)amino]phenyl]methyl]piperazine-1-carboxylate ClC1=CC=C(C(=N1)NC1=CC=C(C=C1)CN1CCN(CC1)C(=O)[O-])[N+](=O)[O-]